NC=1C=NN(C1)C1CCC(CC1)O 4-(4-amino-1H-pyrazol-1-yl)cyclohexan-1-ol